OC1CC(C1)C12CCCN2C(C2=C1SC(=C2)C2=NC(=NC=C2C(F)(F)F)NC2CCN(CC2)S(=O)(=O)C)=O 8a-(3-Hydroxycyclobutyl)-2-(2-((1-(methylsulfonyl)piperidin-4-yl)amino)-5-(trifluoromethyl)pyrimidin-4-yl)-6,7,8,8a-tetrahydro-4H-thieno[2,3-a]pyrrolizin-4-one